C1(=CC=CC=C1)P(C1(C(C=CC=C1)P(C1=CC=CC=C1)C1=CC=CC=C1)[Ru](C1(C(C=CC=C1)P(C1=CC=CC=C1)C1=CC=CC=C1)P(C1=CC=CC=C1)C1=CC=CC=C1)(C1(C(C=CC=C1)P(C1=CC=CC=C1)C1=CC=CC=C1)P(C1=CC=CC=C1)C1=CC=CC=C1)(Cl)Cl)C1=CC=CC=C1 tris[1,2-bis(diphenylphosphino)phenyl]ruthenium dichloride